2-fluoro-alpha-methyl-[1,1'-biphenyl]-4-acetic acid 3-amino-2,2-difluoropropyl ester NCC(COC(C(C1=CC(=C(C=C1)C1=CC=CC=C1)F)C)=O)(F)F